(R)-1-methyl-5-((5-(pyrazolo[1,5-a]pyrimidin-5-yl)-7H-pyrrolo[2,3-d]pyrimidin-2-yl)amino)piperidin-2-one CN1C(CC[C@H](C1)NC=1N=CC2=C(N1)NC=C2C2=NC=1N(C=C2)N=CC1)=O